7-(2-fluorophenyl)-5H-pyrimido[5,4-d][2]benzazepin FC1=C(C=CC=C1)C1=NCC2=C(C3=C1C=CC=C3)N=CN=C2